(4-amino-3,5-difluorophenyl)(8-(4-chloro-6-cyclopropyl-1,2-dimethyl-1H-benzo[d]imidazol-5-yl)indolizin-3-yl)methanone NC1=C(C=C(C=C1F)C(=O)C1=CC=C2C(=CC=CN12)C1=C(C2=C(N(C(=N2)C)C)C=C1C1CC1)Cl)F